Methyl 2-(4-bromo-2-fluoro-5-methoxyphenyl)acetate BrC1=CC(=C(C=C1OC)CC(=O)OC)F